titanium nickel-cobalt [Co].[Ni].[Ti]